BrC1=C(C=CC(=C1)Cl)NC(C)C=1C=C(C=C2C(C(=C(OC12)N1CCC(CC1)(C)C)C)=O)C 8-(1-((2-bromo-4-chlorophenyl)amino)ethyl)-2-(4,4-dimethylpiperidin-1-yl)-3,6-dimethyl-4H-chromen-4-one